CN1N=CC(=C1)C=1N=C(C=2N(C1)N=CC2)OC21CC(CCC1C2)=O ((6-(1-methyl-1H-pyrazol-4-yl)pyrazolo[1,5-a]pyrazin-4-yl)oxy)bicyclo[4.1.0]heptan-3-one